F[P-](F)(F)(F)(F)F.C(C)C=1N(C=CN1)C ethyl-N-methylimidazole hexafluorophosphate